bis(3-isopropenyl-alpha,alpha-dimethylbenzyl)carbodiimide C(=C)(C)C=1C=C(C(C)(C)N=C=NC(C2=CC(=CC=C2)C(=C)C)(C)C)C=CC1